The molecule is a pyridoisoquinoline comprising emetam having methoxy substituents at the 6'-, 7'-, 10- and 11-positions. It is an antiprotozoal agent and emetic. It inhibits SARS-CoV2, Zika and Ebola virus replication and displays antimalarial, antineoplastic and antiamoebic properties. It has a role as an antiprotozoal drug, a plant metabolite, an antiviral agent, an emetic, a protein synthesis inhibitor, an antimalarial, an antineoplastic agent, an autophagy inhibitor, an antiinfective agent, an expectorant and an anticoronaviral agent. It is a pyridoisoquinoline and an isoquinoline alkaloid. It derives from a cephaeline. It is a conjugate base of an emetine(2+). It derives from a hydride of an emetan. CC[C@H]1CN2CCC3=CC(=C(C=C3[C@@H]2C[C@@H]1C[C@@H]4C5=CC(=C(C=C5CCN4)OC)OC)OC)OC